5-((4-chloro-5-((2'-chloro-2-methyl-3'-((1-methylpiperidin-3-yl)methoxy)-[1,1'-biphenyl]-3-yl)methoxy)-2-((((1-methyl-1H-indazol-3-yl)methyl)amino)methyl)phenoxy)methyl)nicotinonitrile ClC1=CC(=C(OCC=2C=NC=C(C#N)C2)C=C1OCC=1C(=C(C=CC1)C1=C(C(=CC=C1)OCC1CN(CCC1)C)Cl)C)CNCC1=NN(C2=CC=CC=C12)C